FC(C=1C=C(C=CC1)NC(NC1=CC(=CC=C1)C(F)(F)F)=O)(F)F di(3-trifluoromethylphenyl)urea